N1=CC=C(C=C1)CC1=CC=C(C(=O)O)C=C1 4-(pyridin-4-ylmethyl)benzoic acid